4-(1-trityl-1H-imidazol-4-yl)chroman-4-ol C(C1=CC=CC=C1)(C1=CC=CC=C1)(C1=CC=CC=C1)N1C=NC(=C1)C1(CCOC2=CC=CC=C12)O